C(C)(=O)OC(C(NC1=CC(=C(C=C1)B1OC(C(O1)(C)C)(C)C)C(F)(F)F)=O)C1=CC(=CC=C1)F 1-(3-fluorophenyl)-2-oxo-2-((4-(4,4,5,5-tetramethyl-1,3,2-dioxaborolan-2-yl)-3-(trifluoromethyl)phenyl) amino)ethyl acetate